1-cyclopropyl-1,2,3,4-tetrahydro-N-[3-[(6-methyl-2-pyridyl)amino]-3-oxopropyl]-2,4-dioxo-pyrido[2,3-d]pyrimidine-6-carboxamide C1(CC1)N1C(NC(C2=C1N=CC(=C2)C(=O)NCCC(=O)NC2=NC(=CC=C2)C)=O)=O